C(C)(C)(C)OC(=O)NC[C@@H](OC(CCC(=O)N1CC2=CC(=C(C(=C2C1)F)OCCCOC=1C(=CC2=C(C=C(S2)C(CCC(=O)[O-])=O)C1F)OC)OC)=O)C 4-[5-[3-[2-[4-[(1S)-2-(tert-butoxycarbonylamino)-1-methyl-ethoxy]-4-oxo-butanoyl]-4-fluoro-6-methoxy-isoindolin-5-yl] oxypropoxy]-4-fluoro-6-methoxy-benzothiophen-2-yl]-4-oxo-butanoate